(3S)-1-(3-fluoro-4-{5-[(1R)-1-methyl-1,2,3,4-tetrahydroisoquinoline-2-carbonyl]-7-[4-(trifluoromethyl)phenyl]pyrazolo[1,5-a]pyrimidin-2-yl}phenyl)pyrrolidine-3-carboxylic acid FC=1C=C(C=CC1C1=NN2C(N=C(C=C2C2=CC=C(C=C2)C(F)(F)F)C(=O)N2[C@@H](C3=CC=CC=C3CC2)C)=C1)N1C[C@H](CC1)C(=O)O